COC(C1=NC=C(C=C1)NC(=O)[C@@H]1O[C@]([C@H]([C@H]1C=1C(=NC(=CC1)C(F)F)OC)C)(C(F)(F)F)C)=O |r| rac-5-((2R,3S,4S,5R)-3-(6-(difluoromethyl)-2-methoxypyridin-3-yl)-4,5-dimethyl-5-(trifluoromethyl)tetrahydrofuran-2-carboxamido)picolinic acid methyl ester